C(OC1=CC=C(C=C1)[N+](=O)[O-])(O[C@H]1[C@@H](CCCC1)SSC1=NC=CC=C1)=O (4-nitrophenyl) [(1R,2R)-2-(2-pyridyldisulfanyl)cyclohexyl] carbonate